[(3S)-quinuclidin-3-yl] 4-bromobenzenesulfonate BrC1=CC=C(C=C1)S(=O)(=O)O[C@@H]1CN2CCC1CC2